ClC1=NC(=NN2C1=C(C(=C2)C2=C(C(=CC=C2)OC)F)C2=NN(C=C2)C)C=2N(C=CN2)C 4-chloro-6-(2-fluoro-3-methoxyphenyl)-2-(1-methyl-1H-imidazol-2-yl)-5-(1-methyl-1H-pyrazol-3-yl)pyrrolo[2,1-f][1,2,4]triazine